NC1=C(OC2=CC=C(C=C2)C(C(F)(F)F)(C(F)(F)F)C2=CC=C(C=C2)OC2=C(C=C(C=C2)N)N)C=CC(=C1)N 2,2-bis[4-(2,4-diaminophenoxy)phenyl]hexaFluoropropane